CCCCC/C=C\C/C=C\CCCCCCCCCCCC(=O)O[C@H](COC(=O)CCCCCCC/C=C\C/C=C\CCCCC)COP(=O)(O)OC[C@@H](C(=O)O)N 1-(9Z,12Z-octadecadienoyl)-2-(13Z,16Z-docosadienoyl)-glycero-3-phosphoserine